3-(5-(3-(3-chlorophenyl)-2-oxoimidazolidin-1-yl)-1-oxoisoindolin-2-yl)piperidine-2,6-dione ClC=1C=C(C=CC1)N1C(N(CC1)C=1C=C2CN(C(C2=CC1)=O)C1C(NC(CC1)=O)=O)=O